COC([C@@H](NN1C(C2=CC=CC(=C2C1)N)=O)CCC(N)=O)=O N-(4-amino-1,3-dihydro-1-oxo-2H-isoindol-2-yl)-L-glutamine methyl ester